N(NCC(=O)O)NCC(=O)O.FC1=C(C=CC(=C1)F)C1=CC=C(C=C1)C1CN(C1)C(CCC1CCC(N1)=O)=O (-)-5-[3-[3-[4-(2,4-difluorophenyl)phenyl]azetidin-1-yl]-3-oxo-propyl]pyrrolidin-2-one iminodiglycinate